N-(3-bromophenyl)-4-fluoropyrrolidine-2-carboxamide BrC=1C=C(C=CC1)NC(=O)C1NCC(C1)F